O1C=COC2=C3OC=COC3=C3OC=COC3=C12 1,4,5,8,9,12-hexaoxatriphenylene